OC1(CCN(CC1)C(=O)OC(C)(C)C)CN1C=NC(=CC1=O)C1=CC=CC=C1 tert-Butyl 4-hydroxy-4-((6-oxo-4-phenylpyrimidin-1(6H)-yl)methyl)piperidine-1-carboxylate